3-((3-((4-(4-(5,7-dimethoxy-4-oxo-3,4-dihydroquinazolin-2-yl)phenyl)piperazin-1-yl)methyl)phenyl)amino)piperidine-2,6-dione COC1=C2C(NC(=NC2=CC(=C1)OC)C1=CC=C(C=C1)N1CCN(CC1)CC=1C=C(C=CC1)NC1C(NC(CC1)=O)=O)=O